11-(4-(2-(4-aminopiperidin-1-yl)-4-(4-cyanophenyl)-1-methyl-6-oxo-1,6-dihydropyrimidin-5-yl)phenoxy)-N-hydroxyundecanamide NC1CCN(CC1)C=1N(C(C(=C(N1)C1=CC=C(C=C1)C#N)C1=CC=C(OCCCCCCCCCCC(=O)NO)C=C1)=O)C